2-fluoro-6-[(4-chloro-3-hydroxybenzyl)amino]-9-(oxetan-2-yl)-9H-purine FC1=NC(=C2N=CN(C2=N1)C1OCC1)NCC1=CC(=C(C=C1)Cl)O